tert-butyl-1,2-phenylene di(4-methylbenzoate) CC1=CC=C(C(=O)OC2=C(C(=CC=C2)C(C)(C)C)OC(C2=CC=C(C=C2)C)=O)C=C1